C1(=C(C=CC=C1)C#CC1=NNC2=CC=C(C=C12)C(=O)NC1CC2(C1)CCNCC2)C2=CC=CC=C2 3-([1,1'-biphenyl]-2-ylethynyl)-N-(7-azaspiro[3.5]nonan-2-yl)-1H-indazole-5-carboxamide